3-({[(2S)-1-amino-1-oxobutan-2-yl]amino}methyl)hexanoic Acid NC([C@H](CC)NCC(CC(=O)O)CCC)=O